FC=1C=C(C=C(C1F)OC)N(CCCNCC(F)(F)F)C=1C=C2N=C(C=NC2=CC1)C=1C=NN(C1)C N'-(3,4-Difluoro-5-methoxyphenyl)-N'-[3-(1-methylpyrazol-4-yl)quinoxalin-6-yl]-N-(2,2,2-trifluoroethyl)propane-1,3-diamine